CN1N=C(C(=C1)C=1C=NC=2CCN=CC2C1)C 3-(1,3-dimethyl-1H-pyrazol-4-yl)-7,8-dihydro-1,6-naphthyridin